tert-butyl 4-[4-(8-tert-butoxycarbonyl-3,8-diazabicyclo[3.2.1]octan-3-yl)-2-(2,2-dimethoxyethoxy)-8-fluoro-pyrido[4,3-d]pyrimidin-7-yl]-5-(trifluoromethoxy)indazole-1-carboxylate C(C)(C)(C)OC(=O)N1C2CN(CC1CC2)C=2C1=C(N=C(N2)OCC(OC)OC)C(=C(N=C1)C1=C2C=NN(C2=CC=C1OC(F)(F)F)C(=O)OC(C)(C)C)F